IC=1N(C=2C=CC=C(C2C1)N[C@@H]1[C@@H](CNCC1)C)CC(F)(F)F 2-iodo-N-((3R,4S)-3-methylpiperidin-4-yl)-1-(2,2,2-trifluoroethyl)-1H-indol-4-amine